COC1=C(CCNC(=O)C=2OC=C(N2)C2=NC(=NC=C2C)NC2=CC=NN2C)C=CC=C1 N-(2-methoxyphenethyl)-4-(5-methyl-2-((1-methyl-1H-pyrazol-5-yl)amino)pyrimidin-4-yl)oxazole-2-carboxamide